CC=1C=C(C=CC1OC=1C=NC(=CC1)C)NC1=NC=NC2=CC=C3C(=C12)OC[C@@H]1NCCN3C1 (3R)-N-(3-methyl-4-((6-methylpyridin-3-yl)oxy)phenyl)-3,4,5,6-tetrahydro-2H-3,7-methano[1,4,7]oxadiazonino[2,3-f]quinazolin-13-amine